(3S)-N-(3-(2-((1-cyanopropan-2-yl)amino)-6-morpholinopyridin-4-yl)-4-methylphenyl)-3-(2,2,2-trifluoroethyl)pyrrolidine-1-carboxamide C(#N)CC(C)NC1=NC(=CC(=C1)C=1C=C(C=CC1C)NC(=O)N1C[C@@H](CC1)CC(F)(F)F)N1CCOCC1